2,2-Difluoro-N-[rac-(2R,3S)-1-[1-[(1-methylpyrazol-3-yl)methyl]indazol-5-yl]-5-oxo-2-phenyl-pyrrolidin-3-yl]propanamid FC(C(=O)N[C@@H]1[C@H](N(C(C1)=O)C=1C=C2C=NN(C2=CC1)CC1=NN(C=C1)C)C1=CC=CC=C1)(C)F |r|